FC1CC2=CC=CC(=C2C1)C1=C(C=C2C(=N1)C(=NN2)C=2C=CC(=NC2)N2C[C@H]1N(CC2)C[C@@H](C1)O)OC (7r,8as)-2-(5-(5-(2-fluoro-2,3-dihydro-1H-inden-4-yl)-6-methoxy-1H-pyrazolo[4,3-b]pyridin-3-yl)pyridin-2-yl)octahydropyrrolo[1,2-a]pyrazin-7-ol